OC(C)C=1C(=NC(=CC1)N1C=NC2=C1C=CC(=C2)NC=2SC(=NN2)C)N2N=C(C=C2C)C#N 1-[3-(1-Hydroxyethyl)-6-[5-[(5-methyl-1,3,4-thiadiazol-2-yl)amino]benzimidazol-1-yl]-2-pyridyl]-5-methyl-pyrazole-3-carbonitrile